FC(C(=O)O)(F)F.N1N=NC(=C1)C(=O)N 1H-1,2,3-triazole-4-carboxamide trifluoroacetate